(1R,3R,4R)-5,5-difluoro-N-((R,E)-4-fluoro-4-(methylsulfonyl)-1-((R)-2-oxopyrrolidin-3-yl)but-3-en-2-yl)-2-(9-hydroxy-9H-fluorene-9-carbonyl)-2-azabicyclo[2.2.2]octane-3-carboxamide FC1([C@H]2[C@@H](N([C@@H](C1)CC2)C(=O)C2(C1=CC=CC=C1C=1C=CC=CC21)O)C(=O)N[C@H](C[C@@H]2C(NCC2)=O)\C=C(\S(=O)(=O)C)/F)F